2-chloro-6-(2,4-dimethoxybenzyl)-6,7-dihydro-5H-pyrrolo[3,4-b]pyridine ClC1=CC=C2C(=N1)CN(C2)CC2=C(C=C(C=C2)OC)OC